methyl 7-(4-methoxybenzyl)-2-(methylthio)-7H-pyrrolo[2,3-d]pyrimidine-6-carboxylate COC1=CC=C(CN2C(=CC3=C2N=C(N=C3)SC)C(=O)OC)C=C1